C[C@H]1CN(CCN1C=1C2=C(N=CN1)N(C=C2C2=NC=CC=C2)S(=O)(=O)C2=CC=C(C)C=C2)C(=O)OC(C)(C)C tert-butyl (S)-3-methyl-4-(5-(pyridin-2-yl)-7-tosyl-7H-pyrrolo[2,3-d]pyrimidin-4-yl)piperazine-1-carboxylate